2-[cyano-(2,6-difluoro-4-pyridyl)amino]-5-methyl-N-spiro[3.3]heptan-3-yl-thiazole-4-carboxamide C(#N)N(C=1SC(=C(N1)C(=O)NC1CCC12CCC2)C)C2=CC(=NC(=C2)F)F